5-[(1-benzyloxycarbonyl-azetidin-3-yl)methylsulfonyl]furan-2-carboxylic acid C(C1=CC=CC=C1)OC(=O)N1CC(C1)CS(=O)(=O)C1=CC=C(O1)C(=O)O